IC1=NNC2=CC(=CC=C12)[N+](=O)[O-] 3-iodo-6-nitro-1H-indazole